(5-cyano-1-((1s,3s)-3-(trifluoromethyl)cyclobutyl)-1H-pyrazol-3-yl)-4-((2-hydroxy-1-methylethyl)sulfonamido)-2-(6-azaspiro[2.5]octan-6-yl)benzamide C(#N)C1=CC(=NN1C1CC(C1)C(F)(F)F)C=1C(=C(C(=O)N)C=CC1NS(=O)(=O)C(CO)C)N1CCC2(CC2)CC1